C1(CCCC1)N1C(=CC2=C1N=C(N=C2)NC=2N=CC(CC2)=CN2C[C@@H](NCC2)C)C(=O)O 7-cyclopentyl-2-[5-((S)-3-methylpiperazin-1-ylmethylene)-pyridin-2-ylamino]-7H-pyrrolo[2,3-d]pyrimidine-6-carboxylic acid